Cl.ClC1=CC(=C(C=C1)C(C)(C)N)OC 2-(4-chloro-2-meth-oxyphenyl)propan-2-amine hydrochloride